3-[2-[4-(6-fluoro-1,2-benzisoxazol-3-yl)-1-piperidinyl]ethyl]-6,7,8,9-tetrahydro-2-methyl-9-pentadecyl-4H-pyrido[1,2-a]pyrimidin-4-one FC1=CC2=C(C(=NO2)C2CCN(CC2)CCC2=C(N=C3N(C2=O)CCCC3CCCCCCCCCCCCCCC)C)C=C1